(S)-N-((S)-1-Amino-1-oxo-3-((S)-2-oxopyrrolidin-3-yl)propan-2-yl)-3,3-dimethyl-1-(pyrazine-2-carbonyl)-1,3-azasilolidine-5-carboxamide NC([C@H](C[C@H]1C(NCC1)=O)NC(=O)[C@H]1C[Si](CN1C(=O)C1=NC=CN=C1)(C)C)=O